3-(trifluoro-methyl)-pyridin FC(C=1C=NC=CC1)(F)F